CC([C@@H](C(=O)OCC[Si](C)(C)C)NC)C 2-(trimethylsilyl)ethyl (2S)-3-methyl-2-(methylamino)butanoate